(3-(5-(2-methyl-[1,1'-biphenyl]-3-yl)-1,3,4-oxadiazol-2-yl)benzyl)-L-alanine methyl ester COC([C@@H](NCC1=CC(=CC=C1)C=1OC(=NN1)C=1C(=C(C=CC1)C1=CC=CC=C1)C)C)=O